O1C=CC2=C1C=CC(=C2)C=2N=C1N(C=CC(=C1)C#N)C2NC 2-(1-benzofuran-5-yl)-3-(methylamino)imidazo[1,2-a]pyridine-7-carbonitrile